ClC=1C=C(NC2=CC=CC(=N2)S(=O)(=O)NC(=O)C=2C(=NC=CC2)N2C(CC(C2)C)(C)C)C=CC1OC N-[[6-(3-Chloro-4-methoxy-anilino)-2-pyridyl]sulfonyl]-2-(2,2,4-trimethylpyrrolidin-1-yl)pyridin-3-carboxamid